CC(C)(C)OC(=O)N1CCC(CC1)OCC#C 4-(prop-2-ynyloxy)piperidin-1-formic acid 2-methylpropan-2-yl ester